C(=O)C1=C(C=C2CCCN(C2=N1)C(=O)N)CN1C(COC=CC1)=C=O 7-formyl-6-((3-carbonyl-1,4-oxazepin-4-yl)methyl)-3,4-dihydro-1,8-naphthyridine-1(2H)-carboxamide